FC=1C=C(C=O)C=C(C1O)OC 3-Fluoro-4-hydroxy-5-methoxybenzaldehyde